FC1=C(C=CC2=C1C(=C(O2)C)C(=O)NC2(CCOCC2)CO)OCC=2C(NC=CC2)=O 4-fluoro-N-(4-(hydroxymethyl)tetrahydro-2H-pyran-4-yl)-2-methyl-5-((2-oxo-1,2-dihydropyridin-3-yl)methoxy)benzofuran-3-carboxamide